2-(3,6-dihydro-2H-pyran-3-yl)-isoindoline-1,3-dione O1CC(C=CC1)N1C(C2=CC=CC=C2C1=O)=O